azaribose O=N[C@H](O)[C@H](O)[C@H](O)CO